C12(CCC(C1)C2)N2N=C1N(C2=O)[C@@H](CC1)C1=NC=CN=C1 (S)-2-(bicyclo[2.1.1]hexan-1-yl)-5-(pyrazin-2-yl)-2,5,6,7-tetrahydro-3H-pyrrolo[2,1-c][1,2,4]triazol-3-one